4-butylene succinate C1(CCC(=O)OCCCCO1)=O